BrC=1C=C(N(N1)C(C)C)C1CCC(CC1)=O 4-(5-bromo-2-isopropyl-pyrazol-3-yl)cyclohexanone